C(C)(C)(C)OC(=O)N(C1=NC=CC(=C1)C=1OC=C(N1)C(=O)NC=1C(=NN(C1)C1=CC=C(C(=O)O)C=C1)C(F)(F)F)CC1CC1 4-[4-[[2-[2-[tert-butoxycarbonyl(cyclopropylmethyl)amino]-4-pyridyl]oxazole-4-carbonyl]amino]-3-(trifluoromethyl)pyrazol-1-yl]benzoic acid